(S)-4,11-diethyl-4-hydroxy-3,14-dioxo-3,4,12,14-tetrahydro-1H-pyrano[3',4':6,7]indolizino[1,2-b]quinolin-9-yl(4-iodophenethyl)carbamate C(C)[C@]1(C(OCC=2C(N3CC=4C(=NC=5C=CC(=CC5C4CC)N(C([O-])=O)CCC4=CC=C(C=C4)I)C3=CC21)=O)=O)O